C(C)OC1=NN(C(=C1)N)C 3-ethoxy-1-methylpyrazole-5-amine